tert-Butyl 2-[1-[3,6-dimethyl-2-(1-methylindazol-6-yl)-4-oxo-chromen-8-yl]ethylamino]benzoate CC1=C(OC2=C(C=C(C=C2C1=O)C)C(C)NC1=C(C(=O)OC(C)(C)C)C=CC=C1)C1=CC=C2C=NN(C2=C1)C